FC=1C=C(C=CC1F)N1CC(C2=NC(=CC=C21)C(=O)N)(C)C 1-(3,4-difluorophenyl)-3,3-dimethyl-2,3-dihydro-1H-pyrrolo[3,2-b]pyridine-5-carboxamide